4-(4-((3-cyano-5-ethyl-6-((tetrahydro-2H-pyran-4-yl)amino)pyrazin-2-yl)amino)-2-methoxyphenyl)piperazine-1-carboxylic acid tert-butyl ester C(C)(C)(C)OC(=O)N1CCN(CC1)C1=C(C=C(C=C1)NC1=NC(=C(N=C1C#N)CC)NC1CCOCC1)OC